(R)-2-((1-(2-cyano-3-(4-cyanopiperidin-1-yl)-7-methylquinoxalin-5-yl)-ethyl)amino)benzoic acid C(#N)C1=NC2=CC(=CC(=C2N=C1N1CCC(CC1)C#N)[C@@H](C)NC1=C(C(=O)O)C=CC=C1)C